C(CCCCCC)(=O)[O-] ENANTHATE